S-trityl-L-cysteinate C(C1=CC=CC=C1)(C1=CC=CC=C1)(C1=CC=CC=C1)SC[C@H](N)C(=O)[O-]